ClC1=NN=C(C2=C1CCOCC2)Cl 1,4-dichloro-5,6,8,9-tetrahydrooxepino[4,5-d]pyridazine